CC(C)C[C@@H](C(=O)O)NC(=O)[C@H](CC1=CN=CN1)N The molecule is a dipeptide formed from L-histidine and L-leucine residues. It has a role as a metabolite. It is a tautomer of a His-Leu zwitterion.